BrC1=CC=C(C=C1)C(C)(C)C bromo-4-(tert-butyl)benzene